O=C1C=CC(=NN1CC1=CC(=CC=C1)C1=NC=C(C=N1)OCC1CCNCC1)C=1C=C(C#N)C=CC1 3-(6-Oxo-1-(3-(5-(piperidin-4-ylmethoxy)pyrimidin-2-yl)benzyl)-1,6-dihydropyridazin-3-yl)benzonitrile